2-(3,4-dimethoxyphenyl)-3-methyl-5-(1-(pyridin-4-ylmethyl)piperidin-4-yl)-1H-indole COC=1C=C(C=CC1OC)C=1NC2=CC=C(C=C2C1C)C1CCN(CC1)CC1=CC=NC=C1